N-trimethyleth-1-ylammonium CC(C[NH3+])(C)C